C(C)OC(=O)C=1N(C(=CN1)C1=CC=C(C=C1)OC)C 5-(4-methoxyphenyl)-1-methyl-imidazole-2-carboxylic acid ethyl ester